8-oxa-2,5-diazaspiro[3.5]nonane-2-carboxylic acid tert-butyl ester C(C)(C)(C)OC(=O)N1CC2(C1)NCCOC2